methanesulfonamide formate C(=O)O.CS(=O)(=O)N